4,4',4'',4'''-((5-(2,6-diphenylpyrimidin-4-yl)-1,3-phenylene)bis(9H-carbazole-9,3,6-triyl))tetraisophthalonitrile C1(=CC=CC=C1)C1=NC(=CC(=N1)C=1C=C(C=C(C1)N1C2=CC=C(C=C2C=2C=C(C=CC12)C1=C(C=C(C#N)C=C1)C#N)C1=C(C=C(C#N)C=C1)C#N)N1C2=CC=C(C=C2C=2C=C(C=CC12)C1=C(C=C(C#N)C=C1)C#N)C1=C(C=C(C#N)C=C1)C#N)C1=CC=CC=C1